FC=1C=CC=NC1OCC(F)(F)F 5-fluoro-6-(2,2,2-trifluoroethoxy)pyridin